(5-amino-3-chloropyridin-2-yl)(3-methoxyazetidin-1-yl)methanone Ethyl-2-[2-(3,4-difluoro-2-methyl-phenoxy)-3-quinolinyl]-5-ethynyl-6-methyl-4-oxo-1H-pyridine-3-carboxylate C(C)OC(=O)C1=C(NC(=C(C1=O)C#C)C)C=1C(=NC2=CC=CC=C2C1)OC1=C(C(=C(C=C1)F)F)C.NC=1C=C(C(=NC1)C(=O)N1CC(C1)OC)Cl